NC=1C(=NC=CC1)B(O)O 3-AMINOPYRIDINE-2-BORONIC ACID